O=C(C(=O)O)CCCC(=O)O 2-ketoadipic acid